5-(5-fluoro-2,4-dioxo-3,4-dihydropyrimidin-1(2H)-yl)-2-((isobutyryloxy)methyl)tetrahydrofuran-3-yl isobutyrate C(C(C)C)(=O)OC1C(OC(C1)N1C(NC(C(=C1)F)=O)=O)COC(C(C)C)=O